O=C1NC(CCC1NC1=C(CN2CCN(CC2)C2=CC=C(C=C2)NC2=NC=C(C(=N2)NCC=2C=C(C=CC2)N(S(=O)(=O)C)C)C(F)(F)F)C=CC=C1)=O N-(3-(((2-((4-(4-(2-((2,6-dioxopiperidin-3-yl)amino)benzyl)piperazin-1-yl)phenyl)amino)-5-(trifluoromethyl)pyrimidin-4-yl)amino)methyl)phenyl)-N-methylmethanesulfonamide